3-(3-((2-(5-((4-((1,1-dioxidotetrahydrothiophen-2-yl)methyl)-6-fluoro-1H-indol-5-yl)oxy)-2-fluorophenyl)-1H-imidazol-5-yl)methyl)-2-fluorophenyl)propanoic acid O=S1(C(CCC1)CC1=C2C=CNC2=CC(=C1OC=1C=CC(=C(C1)C=1NC(=CN1)CC=1C(=C(C=CC1)CCC(=O)O)F)F)F)=O